3,4-difluorophenylmagnesium chloride FC=1C=C(C=CC1F)[Mg]Cl